OC1=CC=C(O[C@@H](C(=O)O)C)C=C1 R-2-(4-hydroxyphenoxy)propionic acid